(4-((1s,4s)-4-hydroxy-4-(5-(pyrimidin-2-yl)pyridin-2-yl)cyclohexyl)hexahydropyrrolo[3,2-b]pyrrol-1(2H)-yl)(3-((3-(trifluoromethyl)phenyl)amino)bicyclo[1.1.1]pentan-1-yl)methanone OC1(CCC(CC1)N1CCC2N(CCC21)C(=O)C21CC(C2)(C1)NC1=CC(=CC=C1)C(F)(F)F)C1=NC=C(C=C1)C1=NC=CC=N1